[4-[6-fluoro-2-(3-methoxycyclobutyl)-3H-imidazo[4,5-b]pyridin-7-yl]-1-piperidyl]-[4-(trifluoromethoxy)phenyl]methanone FC=1C(=C2C(=NC1)NC(=N2)C2CC(C2)OC)C2CCN(CC2)C(=O)C2=CC=C(C=C2)OC(F)(F)F